FC=1C=C(C=C(C1)OC1=CC(=CC=C1)F)[C@@H]1N(OCC1)C1=CC(=NC=N1)NC=1C(=CC(=C(C1)NC(C=C)=O)N1CCN(CC1)C)OC (R)-N-(5-((6-(3-(3-fluoro-5-(3-fluoro-phenoxy)phenyl)-isoxazolidin-2-yl)-pyrimidin-4-yl)-amino)-4-meth-oxy-2-(4-methyl-piperazin-1-yl)-phenyl)acrylamide